FC1=C(C=C(C(=C1)F)F)C1=C(C=CC=C1)NC(=O)C=1C(=NN(C1)C)C(F)Cl N-(2',4',5'-trifluoro-biphenyl-2-yl)-3-(chlorofluoromethyl)-1-methylpyrazol-4-ylcarboxamide